5-((difluoromethoxy)methyl)-6,7-dihydro-5H-pyrazolo[5,1-b][1,3]oxazine-2-carboxylic acid FC(OCC1CCN2C(O1)=CC(=N2)C(=O)O)F